ethyl 2-cyclopropyl-5-hydroxy-6-(3-nitrophenyl)-3-oxopyridazine-4-carboxylate C1(CC1)N1N=C(C(=C(C1=O)C(=O)OCC)O)C1=CC(=CC=C1)[N+](=O)[O-]